3-[6-(2-hydroxyethoxy)pyridin-3-yl]-2-[4-(4-methyl-4H-1,2,4-triazol-3-yl)piperidin-1-yl]benzonitrile OCCOC1=CC=C(C=N1)C=1C(=C(C#N)C=CC1)N1CCC(CC1)C1=NN=CN1C